BrC=1C2=C(C=NC1)C(CC2)O 4-bromo-6,7-dihydro-5H-cyclopenta[c]pyridin-7-ol